(R)-8-bromo-N-(cyclopentylmethyl)-N4-(1-cyclopropylethyl)quinazoline-2,4-diamine BrC=1C=CC=C2C(=NC(=NC12)NCC1CCCC1)N[C@H](C)C1CC1